(R)-3-(isoxazolidin-3-yl)-N-phenylbenzamide O1N[C@H](CC1)C=1C=C(C(=O)NC2=CC=CC=C2)C=CC1